2-hydroxy-1,4-phenylenediamine OC1=C(C=CC(=C1)N)N